8-((3-hydroxy-2-methoxypropyl)thio)-6-(trifluoromethyl)quinazoline-2,4(1H,3H)-dione OCC(CSC=1C=C(C=C2C(NC(NC12)=O)=O)C(F)(F)F)OC